CN1N=C(C=2C(C1=O)=CC(N(C2)C2CCOCC2)=O)OS(=O)(=O)C2=C(C=C(C=C2C(C)C)C(C)C)C(C)C.[Si](C2=CC=CC=C2)(C2=CC=CC=C2)(C(C)(C)C)O[C@@H](C(CO)=O)C (R)-4-[(tert-Butyldiphenylsilyl)oxy]oxapentan-3-one (2-methyl-1,7-dioxo-6-tetrahydropyran-4-yl-pyrido[3,4-d]pyridazin-4-yl)2,4,6-triisopropylbenzenesulfonate